[Ru](Cl)Cl.C1(=C(C(=CC(=C1)C)C)N1C(N(CC1)C1=C(C=C(C=C1C)C)C)=C1C(C(CC1)P(C1CCCC1)C1CCCC1)=CC=C(C)C)C (1,3-bis-mesitylimidazolidine-2-ylidene)(3-methyl-2-buten-1-ylidene)(tricyclopentylphosphine) ruthenium dichloride